5-fluoro-7-methoxy-1'-methylspiro[isoindoline-1,3'-pyrrolidine]-2',3-dione FC=1C=C2C(NC3(C(N(CC3)C)=O)C2=C(C1)OC)=O